(S)-2-(1-(cyclohexylsulfonyl)piperidin-2-yl)-5-methyl-1H-imidazole-4-carboxylic acid methyl ester COC(=O)C=1N=C(NC1C)[C@H]1N(CCCC1)S(=O)(=O)C1CCCCC1